C(C)(C)(C)OC(=O)C=1C=C(C=CC1)CN1N=C(N=N1)CC=1N=NN(N1)CC=1C=C(C(=O)OC(C)(C)C)C=CC1 tert-butyl 3-[(5-{[2-({3-[(tert-butoxy)carbonyl]phenyl}methyl)-2H-1,2,3,4-tetrazol-5-yl]methyl}-2H-1,2,3,4-tetrazol-2-yl)methyl]benzoate